The molecule is a branched tetrasaccharide that consists of sucrose having two additional beta-fructosyl residues attached to the fructose at positions 1 and 6. It derives from a sucrose. C([C@@H]1[C@H]([C@@H]([C@H]([C@H](O1)O[C@]2([C@H]([C@@H]([C@H](O2)CO[C@]3([C@H]([C@@H]([C@H](O3)CO)O)O)CO)O)O)CO[C@]4([C@H]([C@@H]([C@H](O4)CO)O)O)CO)O)O)O)O